Cl.C(C)(C)C1=C(C(=CC=C1)C(C)C)OC(CCC(=O)NCCN(CCCC)CCCC)=O N-(2-Dibutylaminoethyl)-succinamic acid 2,6-diisopropyl-phenyl ester hydrochloride